FC(C(CC)NS(=O)(=O)C1=CC=CC=C1)(F)F N-(1,1,1-trifluorobutan-2-yl)benzenesulfonamide